(2,5-dibromothien-3-yl) methyl ether COC1=C(SC(=C1)Br)Br